4-(5-chloro-2-oxo-2,3-dihydro-1H-1,3-benzodiazol-1-yl)-N-(2,6-dichloropyridin-4-yl)piperidine-1-carboxamide ClC1=CC2=C(N(C(N2)=O)C2CCN(CC2)C(=O)NC2=CC(=NC(=C2)Cl)Cl)C=C1